N-methyl-3-(2-oxoindolin-6-yl)benzamide CNC(C1=CC(=CC=C1)C1=CC=C2CC(NC2=C1)=O)=O